(1S,2R)-2-(((2-(4'-Fluoro-2'-(4-methyl-4H-1,2,4-triazol-3-yl)-[1,1'-biphenyl]-3-yl)-7-(trifluoromethyl)benzo[d]oxazol-5-yl)methyl)(methyl-d3)amino)cyclopentan-1-ol FC1=CC(=C(C=C1)C1=CC(=CC=C1)C=1OC2=C(N1)C=C(C=C2C(F)(F)F)CN([C@H]2[C@H](CCC2)O)C([2H])([2H])[2H])C2=NN=CN2C